Methyl amino-cyclohexane-1-carboxylate NC1(CCCCC1)C(=O)OC